oxygen, hydrate O.[O]